ClC=1C=CC(=C(C1)N1CC(N(CC1=O)C(C(=O)OC(C)(C)C)CC1=CC=C(C=C1)Cl)=O)N1N=NC(=C1)Cl Tert-butyl 2-(4-(5-chloro-2-(4-chloro-1H-1,2,3-triazol-1-yl)phenyl)-2,5-dioxopiperazin-1-yl)-3-(4-chlorophenyl)propanoate